[Si](C1=CC=CC=C1)(C1=CC=CC=C1)(C(C)(C)C)O[Si](C1=CC=CC=C1)(C1=CC=CC=C1)C(C)(C)C t-butyldiphenylsilyl (TBDPS) ether